BrC1=C(C(=CC(=C1)C1CCOCC1)F)C(C)O 1-(2-bromo-6-fluoro-4-(tetrahydro-2H-pyran-4-yl)phenyl)ethan-1-ol